COC1=C(C=C(C2=C1C=CO2)OC)CCC(=O)C2=CC=CC=C2 3-(4,7-Dimethoxybenzofuran-5-yl)-1-phenyl-propan-1-one